BrC=1C(=C(C=C(C1)C)C(CC)=O)O (3-bromo-2-hydroxy-5-methylphenyl)propan-1-one